O[C@@H]1C[C@@H](N(C1)C(=O)OCC1=CC=CC=C1)C(=O)OC 1-benzyl 2-methyl (2R,4R)-4-hydroxypyrrolidine-1,2-dicarboxylate